C(C(=C)C)(=O)OC1CC(=O)OC1 β-methacryloyloxy-γ-butyrolactone